FC(C(=O)O)(F)F.C[C@H]1CN(C[C@@H](N1)C)C=1C=CC(=C2N=C(SC21)OC)C(=O)NC2=CC1=CN(N=C1C(=C2)CNS(=O)(=O)C)C 7-((3S,5S)-3,5-dimethylpiperazin-1-yl)-2-methoxy-N-(2-methyl-7-(methylsulfonamidomethyl)-2H-indazol-5-yl)benzo[d]thiazole-4-carboxamide 2,2,2-trifluoroacetate